COCC1=C(N=CC=2NC3=CC=C(C=C3C21)OCC=2SC=CN2)C(=O)NCCC 4-(methoxymethyl)-N-propyl-6-(thiazol-2-ylmethoxy)-9H-pyrido[3,4-b]indole-3-carboxamide